6-(3-Fluoro-5-isobutoxyphenyl)-2-(3-methoxy-1-piperidyl)-N-(1H-pyrazol-5-ylsulfonyl)pyridin-3-carboxamid FC=1C=C(C=C(C1)OCC(C)C)C1=CC=C(C(=N1)N1CC(CCC1)OC)C(=O)NS(=O)(=O)C1=CC=NN1